FC=1C(=C(C=C(C1)F)C1=CC=C(C=C1)C1(CC1)C(=O)OC)S(NC=1C=NC=2CCNC(C2C1)=O)(=O)=O Methyl 1-(3',5'-difluoro-2'-(N-(5-oxo-5,6,7,8-tetrahydro-1,6-naphthyridin-3-yl)sulfamoyl)-[1,1'-biphenyl]-4-yl)cyclopropane-1-carboxylate